O=C1CC[C@H]2C=3CCC=4C=C(C=CC4C3CC[C@]12C)O (13S,14S)-17-oxo-13-methyl-7,11,12,14,15,16-hexahydro-6H-cyclopenta[a]phenanthrene-3-ol